4-{3-[4-(2-azidoacetyl)piperazin-1-yl]propyl}-2-(2,6-dioxopiperidin-3-yl)-2,3-dihydro-1H-isoindole-1,3-dione N(=[N+]=[N-])CC(=O)N1CCN(CC1)CCCC1=C2C(N(C(C2=CC=C1)=O)C1C(NC(CC1)=O)=O)=O